(E)-3-[2-[3-methyl-6-[(1-methylcyclopropyl)sulfamoyl]-2-oxo-benzimidazol-1-yl]thiazol-5-yl]prop-2-enoic acid CN1C(N(C2=C1C=CC(=C2)S(NC2(CC2)C)(=O)=O)C=2SC(=CN2)/C=C/C(=O)O)=O